1-(1-acetylindolin-5-yl)-3-(4-(6-fluorobenzo[d]isoxazol-3-yl)piperidin-1-yl)propan-1-one C(C)(=O)N1CCC2=CC(=CC=C12)C(CCN1CCC(CC1)C1=NOC2=C1C=CC(=C2)F)=O